CC1=CC(=C(C2=C1O[C@](CC2)(C)CCC[C@H](C)CCC[C@H](C)CCCC(C)C)C)OC(=O)C β-tocopherol acetate